NC1=NC=C(C=2C1=CN(N2)C2OCCCC2)NC(C(=O)N([C@H](C)C(C)C)CC2=C(C=CC=C2)C)=O N1-(4-amino-2-(tetrahydro-2H-pyran-2-yl)-2H-pyrazolo[4,3-c]pyridin-7-yl)-N2-(2-methylbenzyl)-N2-((R)-3-methylbutan-2-yl)oxalamide